4-(aminomethyl)-2,5-dimethyl-N-(4-(4-(trifluoromethyl)piperidin-1-yl)phenyl)aniline NCC1=CC(=C(NC2=CC=C(C=C2)N2CCC(CC2)C(F)(F)F)C=C1C)C